NC1=CC(=C2N3CCC[C@H]3CCCCCC(C3=NN=C(C1=N2)O3)(O)C(F)(F)F)CC3=CC=CC=C3 (12R)-20-amino-18-benzyl-6-(trifluoromethyl)-22-oxa-3,4,16,21-tetraazatetracyclo[15.3.1.12,5.012,16]docosa-1(21),2,4,17,19-pentaen-6-ol